C1(CC1)C=1N=CN(C1)C1=CC=CC2=C1C=C(O2)C(=O)Cl 4-(4-cyclopropyl-1H-imidazol-1-yl)benzofuran-2-carboxylic acid chloride